C(C)(C)N(C)CC(=O)O 2-(N-Isopropyl-N-methylamino)acetic acid